((3R,4R)-3-amino-4-fluoropiperidin-1-yl)-1-((5-chloropyrimidin-2-yl)methyl)-1H-benzo[d]imidazole-6-carbonitrile N[C@@H]1CN(CC[C@H]1F)C1=NC2=C(N1CC1=NC=C(C=N1)Cl)C=C(C=C2)C#N